FC1=CC(=CC2=C1CN([C@H](CO2)C)C(=O)C2(COC2)C)C(=O)N (3S)-6-fluoro-3-methyl-4-[(3-methyloxetan-3-yl)carbonyl]-3,5-dihydro-2H-1,4-benzoxazepine-8-carboxamide